(R)-1'-(6-((2-amino-3-chloropyridin-4-yl)thio)-1,2,4-triazin-3-yl)-4-methyl-1,3-dihydrospiro[indene-2,4'-piperidin]-1-amine NC1=NC=CC(=C1Cl)SC1=CN=C(N=N1)N1CCC2(CC1)[C@H](C1=CC=CC(=C1C2)C)N